OC1=C(C=CC(=C1)C(F)(F)F)C=1C=2N(C(=NN1)N[C@H]1CN(CCC1)C(=O)OC(C)(C)C)C=CC2 tert-butyl (R)-3-((1-(2-hydroxy-4-(trifluoromethyl)phenyl)pyrrolo[1,2-d][1,2,4]triazin-4-yl)amino)piperidine-1-carboxylate